C(C(=C)C)(=O)OCC(CN)O 3-amino-2-hydroxypropyl methacrylate